(S)-8-(6-(3-amino-4-methoxybutoxy)-2,3-dichlorobenzyl)pyrazolo[1,5-a][1,3,5]triazin-4-amin N[C@@H](CCOC1=CC=C(C(=C1CC=1C=NN2C1N=CN=C2N)Cl)Cl)COC